benzyl ((R)-((S)-2,2-difluoro-1-((2S,3S,5R)-5-(5-fluoro-2,4-dioxo-3,4-dihydropyrimidin-1(2H)-yl)-3-hydroxytetrahydrofuran-2-yl)ethoxy)(naphthalen-1-yloxy)phosphoryl)-L-alaninate FC([C@@H](O[P@@](=O)(OC1=CC=CC2=CC=CC=C12)N[C@@H](C)C(=O)OCC1=CC=CC=C1)[C@H]1O[C@H](C[C@@H]1O)N1C(NC(C(=C1)F)=O)=O)F